COC(=O)C1=NN(C(=C1)Br)COCC[Si](C)(C)C 5-bromo-1-((2-(trimethylsilyl)ethoxy)methyl)-1H-pyrazole-3-carboxylic acid methyl ester